[N+](=O)([O-])C1=CC=C(C=N1)N1CCN(CCC1)C(C)=O 1-(4-(6-nitropyridin-3-yl)-1,4-diazepan-1-yl)ethan-1-one